1-(3-((tert-butyldimethylsilyl)oxy)cyclobutyl)-2-(trifluoromethyl)-1H-benzo[d]imidazole [Si](C)(C)(C(C)(C)C)OC1CC(C1)N1C(=NC2=C1C=CC=C2)C(F)(F)F